ClC1=C(C(=CC=C1)Cl)N1C=2N(C3=C(C1=O)C=NC(=N3)NC3=CC=C(C=C3)N3C[C@@H](N([C@@H](C3)C)C(C)C)C)CCN2 6-(2,6-Dichlorophenyl)-2-((4-((3S,5R)-4-isopropyl-3,5-dimethylpiperazin-1-yl)phenyl)amino)-8,9-dihydroimidazo[1,2-a]pyrimido[5,4-e]pyrimidin-5(6H)-one